C[C@H](C(=O)SC[C@@H](C(=O)NCC(=O)[O-])NC(=O)CC[C@@H](C(=O)[O-])[NH3+])O The molecule is conjugate base of (R)-S-lactoylglutathione. It has a role as a human metabolite and a Saccharomyces cerevisiae metabolite. It is a conjugate base of a (R)-S-lactoylglutathione.